C(C)(C)(C)NC1=NC(=NC(=N1)NC1=CC=NC=C1)C1=CC=CC=C1 N2-tert-butyl-6-phenyl-N4-(pyridin-4-yl)-1,3,5-triazine-2,4-diamine